C(=O)O.COC=1C(=CC=2N(N1)N=C(C2)C)NC(=O)N2CCC=1C2=NC=CC1N1C[C@H](NCC1)C (R)-N-(6-methoxy-2-methylpyrazolo[1,5-b]pyridazin-5-yl)-4-(3-methylpiperazin-1-yl)-2,3-dihydro-1H-pyrrolo[2,3-b]pyridine-1-carboxamide formate